[[4-[(6-chloro-3-nitro-2-pyridyl)amino]phenyl]methyl]carbamate ClC1=CC=C(C(=N1)NC1=CC=C(C=C1)CNC([O-])=O)[N+](=O)[O-]